2-(4-(2-oxazoline-2-yl)phenoxy)ethyl acrylate C(C=C)(=O)OCCOC1=CC=C(C=C1)C=1OCCN1